2,6-dimethyl-2H-benzol CC1CC(=CC=C1)C